[Zn+2].C(CCC)N(C([S-])=S)CCCC.C(CCC)N(C([S-])=S)CCCC dibutyldithiocarbamic acid zinc salt